ethyl 2-(4-bromo-2-fluoro-phenyl)acetate BrC1=CC(=C(C=C1)CC(=O)OCC)F